Methyl (±)-lysinate N[C@@H](CCCCN)C(=O)OC |r|